FC1=C(C=CC=C1)C1=NC2=C(C=NC=C2)N1 2-(2-fluorophenyl)-3H-imidazo[4,5-c]pyridine